2,5-bis(tert-dodecyldithio)-1,3,4-thiadiazole CCCCCCCCCC(C)(C)SSC1=NN=C(S1)SSC(C)(C)CCCCCCCCC